BrC1=CC=C2C3(C(NC2=C1)=O)CC3 6'-bromospiro[cyclopropane-1,3'-dihydroindole]-2'-one